5,7-difluoro-1H-indol FC=1C=C2C=CNC2=C(C1)F